2-(2-chlorophenyl)-N-[3-{[(dimethylamino)methylene]sulfamoyl}-4-(4-fluoro-1H-pyrazol-1-yl)phenyl]acetamide ClC1=C(C=CC=C1)CC(=O)NC1=CC(=C(C=C1)N1N=CC(=C1)F)S(N=CN(C)C)(=O)=O